(2R,5R)-(+)-5-vinyl-2-quinuclidinemethanol C=C[C@H]1CN2CCC1C[C@@H]2CO